FC1=C(C(=C(C=C1)F)OCC)B(O)O 2,5-DIFLUORO-6-ETHOXYPHENYLBORONIC ACID